C(CCCCCCCCC(=O)OCCCCCCCC)(=O)OCC(COC(CCCCC(OCC(CCC)CCC)OCC(CCC)CCC)=O)CO 1-(3-((6,6-bis((2-propylpentyl)oxy)hexanoyl)oxy)-2-(hydroxymethyl)propyl) 10-octyl decanedioate